COC1=CC=C2CC(C(C(C2=C1)=O)C(C(=O)OCC)=O)C ethyl 2-(7-methoxy-3-methyl-1-oxo-1,2,3,4-tetrahydronaphthalen-2-yl)-2-oxoacetate